CS(=O)(=NCC1CNCCC1)C dimethyl-((piperidin-3-ylmethyl)imino)-lambda6-sulfanone